BrC=1C=CC2=C(N(N=N2)C2=CC=C(C=C2)OC(C)C)C1 6-bromo-1-(4-isopropoxyphenyl)-1H-benzo[d][1,2,3]triazole